N-(2-((tert-Butoxycarbonyl)amino)ethyl)-N-methylglycine ethyl ester C(C)OC(CN(C)CCNC(=O)OC(C)(C)C)=O